C12C(C(C(C=C1)CC2)C(=O)O)C(=O)O bicyclo(2.2.2)-oct-5-ene-2,3-dicarboxylic acid